(S)-2-phenyl-1-propanol C1(=CC=CC=C1)[C@@H](CO)C